CC1(CC[C@@H](CN1)NC1=NC=C(C(=N1)C1=CNC=2C(N(CCCC21)CC)=O)C(F)(F)F)C 3-(2-{[(3S)-6,6-dimethylpiperidin-3-yl]amino}-5-(trifluoromethyl)pyrimidin-4-yl)-7-ethyl-1H,4H,5H,6H,7H,8H-pyrrolo[2,3-c]azepin-8-one